C1(=CC=CC=C1)P(CCCCP(C1=CC=CC=C1)C1=CC=CC=C1)C1=CC=CC=C1 1,4-bis-diphenylphosphinobutane